2-(2-ethylbutanoylamino)-4-[4-(5,6,7,8-tetrahydro-1,8-naphthyridin-2-yl)butyl-[2-(trifluoromethoxy)ethyl]amino]butanoic acid C(C)C(C(=O)NC(C(=O)O)CCN(CCOC(F)(F)F)CCCCC1=NC=2NCCCC2C=C1)CC